O=C1NC(CCC1C1=NN(C2=C(C=CC=C12)OCC(=O)NCC1CC(CC1)O)C)=O 2-((3-(2,6-dioxopiperidin-3-yl)-1-methyl-1H-indazol-7-yl)oxy)-N-((3-hydroxy-cyclopentyl)methyl)acetamide